OCCC(CC1CCN(CC1)C(=O)OC(C)(C)C)CCO tert-butyl 4-[4-hydroxy-2-(2-hydroxyethyl)butyl]piperidine-1-carboxylate